N[C@@H](CCCCN)C(=O)N[C@@H](C(C)C)C(=O)N[C@@H](C)C(=O)O L-lysyl-L-valyl-L-alanine